F[Si]([SiH3])(F)F trifluorodisilane